O=C1N(CCC1)C1CC2N(C3=C(OC2)C=C(C=N3)C(F)(F)F)CC1 2-oxo-1-(3-(trifluoromethyl)-6,6a,7,8,9,10-hexahydrodipyrido[3,2-b:1',2'-d][1,4]oxazin-8-yl)pyrrolidin